FC=1C(N(C=C(C1)C1=NC(=NC=C1)NC1CCNCC1)C(C)C)=O 3-fluoro-1-isopropyl-5-(2-(piperidin-4-ylamino)pyrimidin-4-yl)pyridin-2(1H)-one